4-carbamoyl-2,2,6,6-tetramethylpiperidine C(N)(=O)C1CC(NC(C1)(C)C)(C)C